2-((4-methoxyphenyl)thio)-9-phenylacridine COC1=CC=C(C=C1)SC1=CC2=C(C3=CC=CC=C3N=C2C=C1)C1=CC=CC=C1